CS(=O)(=O)O.NC1=NC=C(C(=N1)N)CN1CCC2=CC(=CC=C12)C1=C(C=C2C(C(=CN3C2=C1OC[C@@H]3C)C(=O)OCC)=O)F Ethyl (S)-10-(1-((2,4-diaminopyrimidin-5-yl)methyl)indolin-5-yl)-9-fluoro-3-methyl-7-oxo-2,3-dihydro-7H-[1,4]oxazino[2,3,4-ij]quinoline-6-carboxylate methanesulfonate